C(C)OC=1C=C(C=C(C1C)OCC)[C@@H](C)N(C(=O)N(C1(CC(C1)(F)F)C(=O)O)C)CCCCC1=CC=CC=C1 1-[{[(1R)-1-(3,5-Diethoxy-4-Methylphenyl)Ethyl](4-Phenylbutyl)Carbamoyl}(Methyl)Amino]-3,3-Difluorocyclobutane-1-Carboxylic Acid